cis-3-amino-cyclohexanecarboxylic acid N[C@H]1C[C@H](CCC1)C(=O)O